C(#CCCCCC(=O)[O-])C(=O)[O-] hexyne-1,6-dicarboxylate